tert-butyl N-(4-cyanobenzyl)carbamate C(#N)C1=CC=C(CNC(OC(C)(C)C)=O)C=C1